ClC1=C(C=C(C=C1)N(C(NCC1CCC(CC1)COCC(=O)O)=O)C1=CC=CC=C1)F 2-(((1r,4r)-4-((3-(4-chloro-3-fluorophenyl)-3-phenyl-ureido)methyl)cyclohexyl)methoxy)acetic acid